ammonium copper 6-methoxy-2-[(5-methoxy-2,3-dihydro-1,4-benzoxazin-4-yl)methyl]-3H-quinazolin-4-one COC=1C=C2C(NC(=NC2=CC1)CN1CCOC2=C1C(=CC=C2)OC)=O.[Cu+2].[NH4+]